t-butyl 7-((4-cyano-2-fluorobenzyl) oxy)-5-fluoro-3,4-dihydroisoquinoline-2(1H)-carboxylate C(#N)C1=CC(=C(COC2=CC(=C3CCN(CC3=C2)C(=O)OC(C)(C)C)F)C=C1)F